C(=O)(O)C1(N)CC(=CC=C1)C(=O)O m-dicarboxyl-aniline